C1=CC=C2C(=C1)C=C(N2)C3=C(C=C(C=C3)C(=N)N)C(=N)N.Cl 4',6'-diamidino-2-phenylindole hydrochloride